3-((5-(((tert-butyldimethylsilyl)oxy)methyl)pyrimidin-2-yl)amino)piperidine-2,6-dione [Si](C)(C)(C(C)(C)C)OCC=1C=NC(=NC1)NC1C(NC(CC1)=O)=O